COC1=NC=CC(=C1)C1=CC=C(C=C1)N1N=CC2=C(C=CC(=C12)C(=O)OC)C#CC methyl 1-(4-(2-methoxypyridin-4-yl) phenyl)-4-(propan-1-yn-1-yl)-1H-indazole-7-carboxylate